FC1=CC2=C(C(=NO2)C2CCN(CC2)CCCOC=2SC=C(N2)C2=NC(=NO2)C)C=C1 6-Fluoro-3-(1-{3-[4-(3-methyl-[1,2,4]oxadiazol-5-yl)-thiazol-2-yloxy]-propyl}-piperidin-4-yl)-benzo[d]isoxazole